CN1C([C@H](COC2=C1C=CC=C2)NC(=O)C2=NC=C1N2CC(CC1)CC(F)(F)F)=O N-[(3S)-5-methyl-4-oxo-2,3-dihydro-1,5-benzoxazepin-3-yl]-6-(2,2,2-trifluoroethyl)-5,6,7,8-tetrahydroimidazo[1,5-a]pyridine-3-carboxamide